BrC(N1N=CC(=C1)C1OCCN(C1)C=1N=C(C=2N=C(N(C(C2N1)=O)C)C)C1=C(C=C(C=C1)Cl)F)(F)F 6-(2-(1-(bromodifluoromethyl)-1H-pyrazol-4-yl)morpholino)-8-(4-chloro-2-fluorophenyl)-2,3-dimethylpyrimido[5,4-d]pyrimidin-4(3H)-one